C(#N)C1=CC=C(C=C1)[C@@H]([C@H]([C@@H]([C@H](C(=O)OCC)O)O)O)O ethyl (2R,3S,4R,5S)-5-(4-cyanophenyl)-2,3,4,5-tetrahydroxypentanoate